BrC=1C=CC(=C(C1)CC(=O)O)OC 2-(5-Bromo-2-methoxy-phenyl)acetic acid